allyl (S)-3-(2-((R)-2-((tert-butoxycarbonyl)amino)-3-phenylpropoxy)-1-naphthamido)-4-((3-methoxyphenethyl)amino)-4-oxobutanoate C(C)(C)(C)OC(=O)N[C@@H](COC1=C(C2=CC=CC=C2C=C1)C(=O)N[C@@H](CC(=O)OCC=C)C(=O)NCCC1=CC(=CC=C1)OC)CC1=CC=CC=C1